(R)-2-((S)-5-Chloro-8-((5-(difluoromethyl)-1-methyl-1H-1,2,3-triazol-4-yl)methoxy)-1-((2-oxopyrrolidin-1-yl)methyl)-1,2,3,4-tetrahydroisochinolin-2-carbonyl)bicyclo[2.2.2]octan ClC1=C2CCN([C@@H](C2=C(C=C1)OCC=1N=NN(C1C(F)F)C)CN1C(CCC1)=O)C(=O)[C@H]1C2CCC(C1)CC2